C(C)(=O)O[C@H](C(=O)N[C@H](C(=O)OC(C)C)CCC(C=[N+]=[N-])=O)CC1=CNC2=C(C=CC=C12)F isopropyl (S)-2-((S)-2-acetoxy-3-(7-fluoro-1H-indol-3-yl)propanamido)-6-diazo-5-oxohexanoate